COC(C(C)OCC=CCl)=O 2-(3-chloro-allyloxy)-propionic acid methyl ester